5-(2-Aminopyridin-4-yl)-7-(2-cyclopropylethyl)-1H-indazol-3-amine NC1=NC=CC(=C1)C=1C=C2C(=NNC2=C(C1)CCC1CC1)N